tert-butyl (S)-(1-(5-(4-(4-cyclobutylpiperazin-1-yl)phenyl)-3-methylthiophene-2-carbonyl)pyrrolidin-3-yl)carbamate C1(CCC1)N1CCN(CC1)C1=CC=C(C=C1)C1=CC(=C(S1)C(=O)N1C[C@H](CC1)NC(OC(C)(C)C)=O)C